perfluoroepoxyisobutane FC1(C(C(F)(F)F)(C(F)(F)F)O1)F